[4-(difluoromethyl)-3-methyl-7-[4-(trifluoromethoxy)phenyl]benzimidazol-5-yl]methanamine FC(C1=C(C=C(C=2N=CN(C21)C)C2=CC=C(C=C2)OC(F)(F)F)CN)F